ClC1=C(C=CC(=C1)OC)C=1C=C2C=CC=NC2=CC1 6-(2-chloro-4-methoxyphenyl)quinolin